(Z)-3-carboxyacrylhydrazide HCl salt Cl.C(=O)(O)\C=C/C(=O)NN